COC1=C(CN2C[C@H](N(C(C2)=O)C2CC3(C2)CCN(CC3)C(=O)OC(C)(C)C)C3=C(C=CC=C3)C(C)C)C=CC(=C1)OC |o1:7| tert-butyl (R or S)-2-(4-(2,4-dimethoxy benzyl)-2-(2-isopropylphenyl)-6-oxopiperazin-1-yl)-7-azaspiro[3.5]nonane-7-carboxylate